BrC1=CC=C2C=NC(=NC2=C1)N 7-bromoquinazolin-2-amine